ClCCC(=O)NC=1C=C(C(=NC1)C)NC(=O)C=1C=NN2C1SC(=C2)C=2C(=NN(C2C)CCOC)C N-(5-(3-chloropropanamido)-2-methylpyridin-3-yl)-2-(1-(2-methoxyethyl)-3,5-dimethyl-1H-pyrazol-4-yl)pyrazolo[5,1-b]thiazole-7-carboxamide